5-((2R,4S)-4-(6,7-dimethyl-4-(3-(trifluoromethyl)bicyclo[1.1.1]pentan-1-yl)pteridin-2-yl)tetrahydro-2H-pyran-2-yl)pyridin-2(1H)-one CC=1N=C2C(=NC(=NC2=NC1C)[C@@H]1C[C@@H](OCC1)C=1C=CC(NC1)=O)C12CC(C1)(C2)C(F)(F)F